3-isopropyl-N-((S)-1-phenylethyl)-6-(piperidin-3-ylthio)imidazo[1,2-b]pyridazin-8-amine formate salt C(=O)O.C(C)(C)C1=CN=C2N1N=C(C=C2N[C@@H](C)C2=CC=CC=C2)SC2CNCCC2